3-(4-bromo-9H-pyrido[2,3-b]indol-9-yl)piperidine-2,6-dione BrC1=CC=NC=2N(C3=CC=CC=C3C21)C2C(NC(CC2)=O)=O